(2R,3R,3aS,6S,6aR)-6-((2-amino-3-bromoquinolin-7-yl)methyl)-2-(5-fluoro-4-(methylamino)-7H-pyrrolo[2,3-d]pyrimidin-7-yl)hexahydro-3aH-cyclopenta[b]furan-3,3a-diol NC1=NC2=CC(=CC=C2C=C1Br)C[C@@H]1CC[C@]2([C@@H]1O[C@H]([C@@H]2O)N2C=C(C1=C2N=CN=C1NC)F)O